C(C)N1[C@H](CCC1)CCS(=O)(=O)NC(NC1=C2CCCC2=CC=2CCCC12)=O (R,E)-2-(1-ethylpyrrolidin-2-yl)-N-((1,2,3,5,6,7-hexahydro-s-indacen-4-yl)carbamoyl)-ethanesulfonamide